1,1-dioxotetrahydro-2H-thiopyran-4-yl methanesulfonate CS(=O)(=O)OC1CCS(CC1)(=O)=O